CS(=O)(=O)C=1C=C(CNC2=NC(=NC=C2C(F)(F)F)NC2=CC=C(C=C2)N2CCNCC2)C=CC1 4-(4-((4-((3-(methylsulfonyl)benzyl)amino)-5-(trifluoromethyl)pyrimidin-2-yl)amino)phenyl)piperazine